4-(4-fluoro-3-chloroanilino)-7-fluoro-6-nitroquinazoline FC1=C(C=C(NC2=NC=NC3=CC(=C(C=C23)[N+](=O)[O-])F)C=C1)Cl